tert-butyl 3-(acetamidomethyl)-3-hydroxyazetidine-1-carboxylate C(C)(=O)NCC1(CN(C1)C(=O)OC(C)(C)C)O